4,5-diamino-1-(beta-hydroxyethyl)-3-methylpyrazole NC=1C(=NN(C1N)CCO)C